C(CCCCCC(C)C)OC(=O)C1C(CCCC1)C(=O)OCCCCCCC(C)C 1,2-Cyclohexanedicarboxylic acid-diisononyl ester